copper sulfide dihydrate O.O.[Cu]=S